C1=CC=CC=2C=3C=CC4=C(C3NC12)SC1=C4C=CC=C1 12H-[1]benzothieno[2,3-A]carbazole